FC(COC(=O)C1=CC=CC=2N=NSC21)(F)F benzo-1,2,3-thiadiazole-7-carboxylic acid trifluoroethyl ester